FC1=C(C(=C(C(=C1S(=O)(=O)[O-])F)F)F)F.[Mn+2].FC1=C(C(=C(C(=C1S(=O)(=O)[O-])F)F)F)F manganese (II) pentafluorobenzenesulfonate